N1-(2,6-dibenzyl-oxy-3-pyridyl)-3-[4-[4-(dimethoxymethyl)cyclohexoxy]-1-piperidyl]benzene-1,2-diamine C(C1=CC=CC=C1)OC1=NC(=CC=C1NC=1C(=C(C=CC1)N1CCC(CC1)OC1CCC(CC1)C(OC)OC)N)OCC1=CC=CC=C1